2-((5-amino-4-((2-(dimethylamino)ethyl)(methyl)amino)-2-methoxyphenyl)amino)-4-(1-Methyl-1H-indol-4-yl)pyrimidine-5-carboxylic acid isopropyl ester C(C)(C)OC(=O)C=1C(=NC(=NC1)NC1=C(C=C(C(=C1)N)N(C)CCN(C)C)OC)C1=C2C=CN(C2=CC=C1)C